1-((7-((2S,4R)-4-amino-2-phenylpiperidine-1-carbonyl)-7-azaspiro[4.5]dec-10-yl)methyl)-4-(trifluoromethyl)pyridin-2(1H)-one N[C@H]1C[C@H](N(CC1)C(=O)N1CC2(CCCC2)C(CC1)CN1C(C=C(C=C1)C(F)(F)F)=O)C1=CC=CC=C1